6-(5,6-difluoro-1H-indazol-3-yl)-2-isopropoxypyridin-3-amine FC=1C=C2C(=NNC2=CC1F)C1=CC=C(C(=N1)OC(C)C)N